methyl 6-chloro-2-vinyl-pyridine-3-carboxylate ClC1=CC=C(C(=N1)C=C)C(=O)OC